O=C(CNC1(CC1)CC#N)C1=CC=CC=C1 2-{1-[(2-oxo-2-phenylethyl)amino]cyclopropyl}acetonitrile